1-[2,6-difluoro-4-(5-fluoro-4-isobutoxy-pyrimidin-2-yl)-phenyl]-pyrrolidin-3-yl-Acetic acid FC1=C(C(=CC(=C1)C1=NC=C(C(=N1)OCC(C)C)F)F)N1CC(CC1)CC(=O)O